2-amino-3-methyl-N-((1R)-1-(2-pyrimidinyl)propyl)-N-((6-(trifluoromethyl)-3-pyridazinyl)methyl)-6-quinolinecarboxamide NC1=NC2=CC=C(C=C2C=C1C)C(=O)N(CC=1N=NC(=CC1)C(F)(F)F)[C@H](CC)C1=NC=CC=N1